C1(CCCC1)N1C(C(=CC2=C1N=C(N=C2)NC2=CC(=C(C=C2)N2CCNCC2)C(F)(F)F)C#N)=O 8-cyclopentyl-7-oxo-2-((4-(piperazin-1-yl)-3-(trifluoromethyl)phenyl)amino)-7,8-dihydropyrido[2,3-d]pyrimidine-6-carbonitrile